9-(2-methyl-1H-inden-4-yl)anthracene CC=1CC2=CC=CC(=C2C1)C=1C2=CC=CC=C2C=C2C=CC=CC12